BrC1=CC=C(CS(=O)(=O)N2CCN(CC2)CC2=CC(=C(C=C2OCC)C2=CC=C(C=C2)F)C2CC2)C=C1 1-((4-bromobenzyl)sulfonyl)-4-((2-cyclopropyl-5-ethoxy-4'-fluoro-[1,1'-biphenyl]-4-yl)methyl)piperazine